NC=1C=CC(=NC1)N1N=C(C(=C1)C1=CN=C(N1C)C(=O)NC1=CC(=C(C=C1)C(=O)N1C2CNCC1CC2)Cl)C(F)(F)F 5-[1-(5-amino-2-pyridyl)-3-(trifluoromethyl)pyrazol-4-yl]-N-[3-chloro-4-(3,8-diazabicyclo[3.2.1]octane-8-carbonyl)phenyl]-1-methyl-imidazole-2-carboxamide